N-(3-((2-bromo-4-(perfluoropropan-2-yl)-6-(trifluoromethyl)phenyl)carbamoyl)-2-fluorophenyl)-N-methylthiophene-2-carboxamide BrC1=C(C(=CC(=C1)C(C(F)(F)F)(C(F)(F)F)F)C(F)(F)F)NC(=O)C=1C(=C(C=CC1)N(C(=O)C=1SC=CC1)C)F